Trans-((3s,6s,9as)-3-(7-cyano-6-(pyridin-3-yl)-4-azaspiro[2.4]heptane-4-carbonyl)-5-oxooctahydro-1H-pyrrolo[1,2-a]azepin-6-yl)carbamic acid tert-butyl ester C(C)(C)(C)OC(N[C@H]1CCC[C@@H]2N(C1=O)[C@@H](CC2)C(=O)N2C1(CC1)[C@H]([C@@H](C2)C=2C=NC=CC2)C#N)=O